Cl.C1(=CC=CC=C1)CCNN 1-(2-phenylethyl)hydrazine hydrochloride